1-(tert-butyl)-N-((5-(7-(((3S,4R)-3-fluoro-1-methylpiperidin-4-yl)amino)-3-(perfluoroethyl)pyrazolo[1,5-a]pyridin-2-yl)-1,3,4-thiadiazol-2-yl)methyl)-1H-pyrazole-4-carboxamide C(C)(C)(C)N1N=CC(=C1)C(=O)NCC=1SC(=NN1)C1=NN2C(C=CC=C2N[C@H]2[C@H](CN(CC2)C)F)=C1C(C(F)(F)F)(F)F